C1C[C@H]([C@@H](C1)O)O (1r,2r)-(-)-trans-1,2-cyclopentanediol